(2R)-2-{[(1,2,3,5,6,7-hexahydro-s-indacen-4-yl)-carbamoyl]oxy}-3-(pyrimidin-2-yl)propanoic acid C1CCC2=C(C=3CCCC3C=C12)NC(=O)O[C@@H](C(=O)O)CC1=NC=CC=N1